FC(CN1N=CC=2C1=NC(=CN2)N2CC1(CC2)CCN(CC1)C1=NC=CC(=C1)C(F)(F)F)(F)F 2-[1-(2,2,2-trifluoroethyl)-1H-pyrazolo[3,4-b]pyrazin-6-yl]-8-[4-(trifluoromethyl)pyridin-2-yl]-2,8-diazaspiro[4.5]decane